ClC1=C(C=2CCCCC2C=C1F)C(=O)O 2-chloro-3-fluoro-5,6,7,8-tetrahydronaphthalene-1-carboxylic acid